CC(C)S(=O)(=O)OC1=CC=C(C=C1)NC(NC1=CC=C(C=C1)OS(=O)(=O)C(C)C)=O bis-[4-(2-propanesulfonyloxy)phenyl]urea